C[Si](CCOCN1N=C(C=C1)C1C(CCC1)=O)(C)C 2-(1-((2-(trimethylsilyl)ethoxy)methyl)-1H-pyrazol-3-yl)cyclopentan-1-one